4-((2-(2,6-dioxopiperidin-3-yl)-1,3-dioxoisoindolin-4-yl)amino)butyric acid O=C1NC(CCC1N1C(C2=CC=CC(=C2C1=O)NCCCC(=O)O)=O)=O